C(C)(=O)NC1=CC=C(C=C1)C[C@@H](C(=O)NC1=CC=C(C(=O)OC(C)(C)C)C=C1)NC(=O)OC(C)(C)C (S)-tert-butyl 4-(3-(4-acetamidophenyl)-2-((tert-butoxycarbonyl)amino)propionamido)benzoate